2-(2-fluorophenyl)-N-hydroxy-2-methylpropanecarbonimidoyl chloride FC1=C(C=CC=C1)C(CC(=NO)Cl)(C)C